N[C@@H](CCC(=O)OC)C(N)=O methyl (4S)-4-amino-4-carbamoylbutanoate